C(C=C)(=O)[C].[Si] SILICON ALLOYl-CARBON